(4-fluorobenzyl)-4-methylbenzene-1,3-diamine FC1=CC=C(CC2=C(C=CC(=C2N)C)N)C=C1